benzyl {[(2R)-1-hydroxybut-3-yn-2-yl]amino}methanoate OC[C@@H](C#C)NC(=O)OCC1=CC=CC=C1